Tert-butyl (S)-5-amino-4-(5-(((S)-1-((2-morpholinoquinazolin-6-yl)methyl) pyrrolidin-3-yl)oxy)-1-oxoisoindolin-2-yl)-5-oxopentanoate NC([C@H](CCC(=O)OC(C)(C)C)N1C(C2=CC=C(C=C2C1)O[C@@H]1CN(CC1)CC=1C=C2C=NC(=NC2=CC1)N1CCOCC1)=O)=O